ClC1=C(C=C(C=C1)O)C1=C(C(=NC=2CN(CCC12)[C@@H]1CN(CCC1)C)N1CC2(CN(C2)C(C=C)=O)CC1)C 1-(6-(4-(2-chloro-5-hydroxyphenyl)-3-methyl-7-((3S)-1-methyl-3-piperidinyl)-5,6,7,8-tetrahydro-1,7-naphthyridin-2-yl)-2,6-diazaspiro[3.4]octan-2-yl)-2-propen-1-one